2-fluoro-N-[2-(1H-indol-3-yl)propyl]-2-methyl-propan-1-amine FC(CNCC(C)C1=CNC2=CC=CC=C12)(C)C